((2-(((3S,6S,7aR,8aS,9aR)-3-([1,1'-biphenyl]-4-ylcarbamoyl)-5-oxodecahydro-1H-cyclopropa[d]pyrrolo[1,2-a]azocin-6-yl)carbamoyl)benzo[b]thiophen-5-yl)difluoromethyl)phosphonic acid C1(=CC=C(C=C1)NC(=O)[C@@H]1CC[C@H]2N1C([C@H](C[C@@H]1[C@H](C2)C1)NC(=O)C1=CC2=C(S1)C=CC(=C2)C(F)(F)P(O)(O)=O)=O)C2=CC=CC=C2